tert-butyl 6-ethynyl-2-azaspiro[3.3]heptane-2-carboxylate C(#C)C1CC2(CN(C2)C(=O)OC(C)(C)C)C1